(1-(3-bromofluorophenyl)-3-methyl-1H-1,2,4-triazol-5-yl)-N-methylmethanamine BrC=1C(=C(C=CC1)N1N=C(N=C1CNC)C)F